Cyclooct-4-en-1-yl 2-bromoacetate BrCC(=O)OC1CCC=CCCC1